methyl 2-[4-[[(2R)-2-(trifluoromethyl) pyrrolidin-1-yl] methyl] phenyl]-2,3,4,4a,5,6,7,7a-octahydro-1H-cyclopenta[b]pyridine-3-carboxylate FC([C@@H]1N(CCC1)CC1=CC=C(C=C1)C1C(CC2C(N1)CCC2)C(=O)OC)(F)F